COC(=O)C12CC(C1)(C2)C(=O)OI(OC(=O)C21CC(C2)(C1)C(=O)OC)C1=C(C=C(C=C1C)C)C.C(CC(=C)C)C1=CC=CC=C1 Isopentenyl-benzene dimethyl-3,3'-{[(2,4,6-trimethylphenyl)-λ3-iodanediyl]bis(oxycarbonyl)}di(bicyclo[1.1.1]pentane-1-carboxylate)